4'-bromo-5-trifluoromethanesulfonyl-7'-hydroxy-spiro[chromane-4,1'-indane] BrC1=C2CCC3(C2=C(C=C1)O)CCOC1=CC=CC(=C13)S(=O)(=O)C(F)(F)F